3,7-dimethyl-7-octenal CC(CC=O)CCCC(=C)C